methyl 2-(4-bromo-2-oxopyridin-1(2H)-yl)-4-chlorobenzoate BrC1=CC(N(C=C1)C1=C(C(=O)OC)C=CC(=C1)Cl)=O